NC=1NC(C=2N(C(N(C2N1)[C@@H]1O[C@@H](C[C@H]1O)CO)=O)CC#N)=O 2-(2-Amino-9-((2R,3R,5S)-3-hydroxy-5-(hydroxymethyl)tetrahydrofuran-2-yl)-6,8-dioxo-1,6,8,9-tetrahydro-7H-purin-7-yl)acetonitril